FC=1C(=C(C=C(C1)C1COC1)C(C(=O)O)N1C[C@@H](CC1)OCCCCCC1=NC=2NCCCC2C=C1)OC 2-(3-fluoro-2-methoxy-5-(oxetan-3-yl)phenyl)-2-((R)-3-((5-(5,6,7,8-tetrahydro-1,8-naphthyridin-2-yl)pentyl)oxy)pyrrolidin-1-yl)acetic acid